7-(1-(adamantan-1-ylmethyl)-5-methyl-1H-pyrazol-4-yl)-3-(6-(benzo[d]thiazol-2-ylamino)-5-(trifluoromethyl)pyridazin-3-yl)imidazo[1,2-a]pyridine-8-carboxylic acid methyl ester COC(=O)C=1C=2N(C=CC1C=1C=NN(C1C)CC13CC4CC(CC(C1)C4)C3)C(=CN2)C=2N=NC(=C(C2)C(F)(F)F)NC=2SC3=C(N2)C=CC=C3